potassium phosphorus sulfur [S].[P].[K]